2-((4-((R)-2-(5-chloropyridin-2-yl)-2-methyl-2H-chromen-8-yl)piperidin-1-yl)methyl)-3-(((S)-oxetan-2-yl)methyl)-3H-imidazo[4,5-b]pyridine-5-carboxylic acid ClC=1C=CC(=NC1)[C@@]1(OC2=C(C=CC=C2C=C1)C1CCN(CC1)CC1=NC=2C(=NC(=CC2)C(=O)O)N1C[C@H]1OCC1)C